C(C)OC(CCC=CCC=CCC=CCC=CCC=CCC=CCC)=O docosa4,7,10,13,16,19-hexaenoic acid ethyl ester